CN(CCNC1=NC(=NC(=C1)C)NC(=O)NC1=CC=C2C=CN=CC2=C1)C 1-(4-((2-(dimethylamino)ethyl)amino)-6-methylpyrimidin-2-yl)-3-(isoquinolin-7-yl)urea